NC1=CC(=C2N3CCC[C@H]3CCCCCC(C3=NN=C(C1=N2)O3)(C(F)(F)F)O)C(=O)OC Methyl (12R)-20-amino-6-hydroxy-6-(trifluoromethyl)-22-oxa-3,4,16,21-tetraazatetracyclo[15.3.1.12,5.012,16]docosa-1(21),2,4,17,19-pentaene-18-carboxylate